COC(=O)C=1C=CC=C2C(=NN(C12)[C@H](C)C1=CC=C(C=C1)C1CC1)C#CC (R)-1-(1-(4-cyclopropylphenyl)ethyl)-(propane-1-yn-1-yl)-1H-indazole-7-carboxylic acid methyl ester